5,5-difluoro-3-methanesulfonyl-1-(2-methylpropyloxy)-4H,5H,6H-cyclopenta[c]thiophen-4-one FC1(C(C=2C(=C(SC2S(=O)(=O)C)OCC(C)C)C1)=O)F